chloro-5-aminophenol ClC1=C(C=C(C=C1)N)O